Neo-inositol C1(C(C(C(C(C1O)O)O)O)O)O